(1r,4r)-4-(9a-((4-fluorophenyl)sulfonyl)-3-(perfluoropropan-2-yl)-6,6a,7,8,9,9a-hexahydro-5H-pyrrolo[2,3-H]isoquinoline-7-carbonyl)cyclohexane-1-carboxylic acid FC1=CC=C(C=C1)S(=O)(=O)C12C(CCC=3C=C(N=CC13)C(C(F)(F)F)(C(F)(F)F)F)N(CC2)C(=O)C2CCC(CC2)C(=O)O